4-(2-amino-propan-2-yl)-6-[methyl-(propan-2-yl)amino]-2-[6-(5-methyl-4-propyl-4H-1,2,4-triazol-3-yl)pyridin-2-yl]-2,3-dihydro-1H-pyrrolo[3,4-c]pyridin NC(C)(C)C1=NC(=CC2=C1CN(C2)C2=NC(=CC=C2)C2=NN=C(N2CCC)C)N(C(C)C)C